dimethoxy-1,3,5-triazin-2-ol COC1=NC(=NC(=N1)O)OC